CC12C3NNCC3NCC(CCCCC(NCC1)C2)C Methyl-9-methyl-3,4,7,15-tetraazatricyclo[12.3.1.02,6]Octadecan